1-phenoxy-4-(4-phenyl-1-buten-1-yl)benzene O(C1=CC=CC=C1)C1=CC=C(C=C1)C=CCCC1=CC=CC=C1